Cyclopropyl-(3-(6-(1-methyl-1H-1,2,3-triazol-4-yl)pyrrolo[2,1-f][1,2,4]triazin-4-yl)-3,8-diazabicyclo[3.2.1]oct-8-yl)methanone C1(CC1)C(=O)N1C2CN(CC1CC2)C2=NC=NN1C2=CC(=C1)C=1N=NN(C1)C